1,3-bis[[3,5-bis(bromomethyl)phenyl]methyl]-5-prop-2-ynoxy-benzene BrCC=1C=C(C=C(C1)CBr)CC1=CC(=CC(=C1)OCC#C)CC1=CC(=CC(=C1)CBr)CBr